CC1=NC(=CC=C1O[C@@H]1C[C@H](CCC1)C(=O)OC(C)C)C1=C([C@H](N=C1)C)COC(N(C1COC1)C)=O |&1:22| (+/-)-isopropyl (1S,3S)-3-((2-methyl-6-(2-methyl-3-(((methyl(oxetan-3-yl) carbamoyl)oxy)methyl)-2H-pyrrol-4-yl)pyridin-3-yl)oxy)cyclohexane-1-carboxylate